OCC1=C(C2=CC=CC=C2C=C1)B(O)O 2-(HYDROXYMETHYL)NAPHTHALENE-1-BORONIC ACID